L-4-aminomethylcyclohexanecarboxylic acid NCC1CCC(CC1)C(=O)O